C(CC(C)C)C(C(=O)O)CC.CC(CC(=O)OCCCC)C Butyl 3-methylbutyrate (isoamyl butyrate)